tert-butyl 3-hydroxy-2-fluoro-benzoate OC=1C(=C(C(=O)OC(C)(C)C)C=CC1)F